FC=1C=C(C=C(C1)C(=O)C=1C=C2N=C(C=NC2=CC1)N1CCOCC1)NC(C1=CC(=CC=C1)C(F)(F)F)=O N-(3-fluoro-5-(3-morpholinylquinoxaline-6-carbonyl)phenyl)-3-(trifluoromethyl)benzamide